C(=O)(O)CC1=C(C=CC=C1)NC(=O)C=1C(=C(C(=O)O)C=C(C1)O)O 3-(2-(carboxymethyl)phenylaminocarbonyl)-2,5-dihydroxybenzoic acid